CO[Si](CCC#N)(OC)OC 3-(trimethoxysilyl)propionitrile